C(C)(=O)NC1=C(C=C(C=C1)C1=C(C(=CC(=C1)F)C1=CC(=NC=C1)N1CC2(CN(C2)C(=O)OC(C)(C)C)C1)OC)Cl tert-butyl 6-(4-(4'-acetamido-3'-chloro-5-fluoro-2-methoxy-[1,1'-biphenyl]-3-yl)pyridin-2-yl)-2,6-diazaspiro[3.3]heptane-2-carboxylate